3-[4-(8-aminooctyl)-1-oxo-3H-isoindol-2-yl]piperidine-2,6-dione NCCCCCCCCC1=C2CN(C(C2=CC=C1)=O)C1C(NC(CC1)=O)=O